7-amino-3-ethyl-2-methyl-5-((2-(1-(3-(methylthio)propyl)-2-oxo-1,2-dihydropyridin-3-yl)ethyl)amino)pyrazolo[1,5-a]pyrimidine NC1=CC(=NC=2N1N=C(C2CC)C)NCCC=2C(N(C=CC2)CCCSC)=O